C1=CC=C(C=C1)C[Si]2[Si]([Si]([Si]([Si]([Si]2CC3=CC=CC=C3)CC4=CC=CC=C4)CC5=CC=CC=C5)CC6=CC=CC=C6)CC7=CC=CC=C7 Hexabenzyl-cyclohexasilane